N1([C@@H](CSCC1)C(=O)O)C(=O)O (3R)-thiomorpholine-3,4-dicarboxylic acid